2-bromo-3-((2-(trimethylsilyl)ethoxy)methoxy)pyrazine BrC1=NC=CN=C1OCOCC[Si](C)(C)C